((1R,3S,5R)-2-(2-(3-acetyl-7-methyl-5-(2-methylpyrimidin-5-yl)-1H-indazol-1-yl)acetyl)-5-methyl-2-azabicyclo[3.1.0]hexane-3-carbonyl)-L-leucine C(C)(=O)C1=NN(C2=C(C=C(C=C12)C=1C=NC(=NC1)C)C)CC(=O)N1[C@@H]2C[C@@]2(C[C@H]1C(=O)N[C@@H](CC(C)C)C(=O)O)C